C(CCCCC(C)C)OC=1C=C(C=CC1)O 3-isooctoxyphenol